C(C=C)(=O)OCCCOC1=CC=C(C=C1)C(C1=CC=CC=C1)=O 3-(4-benzoylphenoxy)propyl acrylate